(R)-3-Hydroxy-3-(1-(4-methoxy-6-(2-((1-methyl-1H-pyrazol-4-yl)amino)pyrimidin-4-yl)pyridin-2-yl)-1H-1,2,3-triazol-4-yl)-1-methylpyrrolidin-2-one O[C@@]1(C(N(CC1)C)=O)C=1N=NN(C1)C1=NC(=CC(=C1)OC)C1=NC(=NC=C1)NC=1C=NN(C1)C